3-Methyl-4,3-pentanediol CC(CC)(C(C)O)O